C(C)O[Si]1(N(CCC1)CCC[Si](OC)(OC)OC)CC 2-ethoxy-2-ethyl-1-(3-trimethoxysilylpropyl)-1-aza-2-silacyclopentane